azodi-t-octane N(=NC(C)(C)CC(C)(C)C)C(C)(C)CC(C)(C)C